Cl.C(CC)(=O)NC1=C(C=C(C(=O)NCCN(CC)CC)C=C1)Cl 4-Propionylamino-3-chloro-N-[2-(diethylamino)ethyl]benzamide hydrochloride